FC(CC)(F)C1=C(O[C@H](C(=O)O)C)C=CC(=C1)C (2S)-2-[2-(1,1-difluoropropyl)-4-methylphenoxy]propanoic acid